2-(3-benzyl-2-hydroxy-5-pentylphenyl)acetaldehyde C(C1=CC=CC=C1)C=1C(=C(C=C(C1)CCCCC)CC=O)O